N,N-di-p-toluenesulfonyl-o-phenylenediamine CC1=CC=C(C=C1)S(=O)(=O)N(C1=C(C=CC=C1)N)S(=O)(=O)C1=CC=C(C)C=C1